7-Fluoro-N-(5-fluoro-2-methyl-3-(4,4,5,5-tetramethyl-1,3,2-dioxaborolan-2-yl)phenyl)-2,2-dimethyl-2,3-dihydrobenzofuran-6-carboxamide FC1=C(C=CC=2CC(OC21)(C)C)C(=O)NC2=C(C(=CC(=C2)F)B2OC(C(O2)(C)C)(C)C)C